((2R,3R,4S,5R,6R)-3,5-dihydroxy-2-(hydroxymethyl)-4-(4-(3,4,5-trifluorophenyl)-1H-1,2,3-triazol-1-yl)-1-oxa-8-azaspiro[5.5]undecane-8-yl)(pyridin-4-yl)methanone O[C@H]1[C@H](O[C@@]2([C@@H]([C@H]1N1N=NC(=C1)C1=CC(=C(C(=C1)F)F)F)O)CN(CCC2)C(=O)C2=CC=NC=C2)CO